octyl-quinoline bromide [Br-].C(CCCCCCC)C1=NC2=CC=CC=C2C=C1